BrC1=C(C=CC(=C1)[N+](=O)[O-])O 2-bromo-4-nitrophenol